tert-butyl (S)-4-(7-bromo-6-chloro-8-cyclopropoxy-2-((1-methylpyrrolidin-2-yl)methoxy)quinazolin-4-yl)piperazin-1-carboxylate BrC1=C(C=C2C(=NC(=NC2=C1OC1CC1)OC[C@H]1N(CCC1)C)N1CCN(CC1)C(=O)OC(C)(C)C)Cl